3-[2-(dimethylhydrazono)propionyl]-9-(2,6-dimethyl-4-prop-1-ynyl-phenyl)-3-azaspiro[5.5]undecane-8,10-dione CN(N=C(C(=O)N1CCC2(CC1)CC(C(C(C2)=O)C2=C(C=C(C=C2C)C#CC)C)=O)C)C